((2-(((5S,8S,10aR)-8-([1,1'-biphenyl]-4-ylcarbamoyl)-3-acetyl-6-oxodecahydro-pyrrolo[1,2-a][1,5]diazocin-5-yl)carbamoyl)-1H-indol-5-yl)difluorometh-yl)phosphonic acid C1(=CC=C(C=C1)NC(=O)[C@@H]1CC[C@H]2N1C([C@H](CN(CC2)C(C)=O)NC(=O)C=2NC1=CC=C(C=C1C2)C(F)(F)P(O)(O)=O)=O)C2=CC=CC=C2